C1(CC1)C=1C=C(C(N(C1)C)=O)NC=1SC=2N=C(N=CC2N1)OC1=CC(=NC=C1)NC(C)=O N-(4-((2-((5-cyclopropyl-1-methyl-2-oxo-1,2-dihydropyridin-3-yl)amino)thiazolo[5,4-d]pyrimidin-5-yl)oxy)pyridin-2-yl)acetamide